4-(4-amino-1-methylpyrrolidine-2-amido)-1-methylimidazole-2-carboxylic acid ethyl ester C(C)OC(=O)C=1N(C=C(N1)NC(=O)C1N(CC(C1)N)C)C